NC(N)(CC=1NC2=CC=CC=C2C1)C(=O)O alpha-amino-beta-indolylalanine